N-(2-methyl-6-quinolyl)butanamide tert-butyl-(2-(tert-butylamino)-2-oxoethyl)(methyl)carbamate C(C)(C)(C)OC(N(C)CC(=O)NC(C)(C)C)=O.CC1=NC2=CC=C(C=C2C=C1)NC(CCC)=O